ClC1=C(\C=N\OC(C(=O)O)C)C=C(C(=C1)F)N1C(N(C(=CC1=O)C(F)(F)F)C)=O 2-{[(E)-{2-chloro-4-fluoro-5-[3-methyl-2,6-dioxo-4-(trifluoromethyl)-3,6-dihydropyrimidin-1(2H)-yl]benzylidene}amino]oxy}propanoic acid